ClC=1C=C(C2=C(C=C(C(O2)C(F)(F)F)C(=O)O)C1)Cl 6,8-dichloro-2-trifluoromethyl-2H-1-benzopyran-3-carboxylic acid